NC1COCC1 (+)-3-aminotetrahydrofuran